(2S,4R)-1-((S)-2-(3-(3-chloropropoxy)propanamido)-3,3-dimethylbutanoyl)-4-hydroxy-N-(4-(4-methylthiazol-5-yl)benzyl)pyrrolidine-2-carboxamide ClCCCOCCC(=O)N[C@H](C(=O)N1[C@@H](C[C@H](C1)O)C(=O)NCC1=CC=C(C=C1)C1=C(N=CS1)C)C(C)(C)C